9-methyl-9-azabicyclo[3.3.1]nonane CN1C2CCCC1CCC2